2-chloro-3-cyanopyridine ClC1=NC=CC=C1C#N